N-(pyridin-3-yl)thiophene-2-carboxamide N1=CC(=CC=C1)NC(=O)C=1SC=CC1